1-(5-Fluoropyridin-2-yl)-5-hydroxy-1H-pyrazole-3-carboxylic acid FC=1C=CC(=NC1)N1N=C(C=C1O)C(=O)O